10-fluoro-5H-imidazo[1,2-c]pyrido[4,3-e][1,3]oxazine FC1=CN=CC2=C1C=1N(CO2)C=CN1